1-(2-((2-(1-(cyclopropylsulfonyl)-1H-pyrazol-4-yl)pyrimidin-4-yl)amino)-5-((1-methyl-1H-pyrazol-3-yl)ethynyl)pyridin-4-yl)piperidin-4-one C1(CC1)S(=O)(=O)N1N=CC(=C1)C1=NC=CC(=N1)NC1=NC=C(C(=C1)N1CCC(CC1)=O)C#CC1=NN(C=C1)C